C(N)(OCC(C)C1=CC(=CC=C1)B1OC(C(O1)(C)C)(C)C)=O (2-(3-(4,4,5,5-tetramethyl-1,3,2-dioxaborolan-2-yl) phenyl) propyl) carbamate